C(C)(C)(C)OC(=O)N1CC(NCC1)CO.FC1=CC=2C=3N(C(=NC2C=C1)NC1C(NCCC1)=O)N=C(N3)C3=CC(=CC=C3)OC 3-{[9-fluoro-2-(3-methoxyphenyl)[1,2,4]triazolo[1,5-c]quinazolin-5-yl]amino}piperidin-2-one tert-butyl-3-(hydroxymethyl)piperazine-1-carboxylate